C(C1CO1)OCCC[Si](OC)(OC)OC 3-(glycidoxy)propyl-trimethoxysilane